N-Vinyl-Oxazolidinone C(=C)N1C(OCC1)=O